C1(CC1)CC1=C(C(=NN1C=1SC=C(N1)C(=O)O)C=1C=C(C=C(C1)F)C1=CC(=CC=C1)F)CC1=CC(=C(C=C1)S(N)(=O)=O)F 2-(5-(cyclopropylmethyl)-3-(3',5-difluoro-[1,1'-biphenyl]-3-yl)-4-(3-fluoro-4-sulfamoylbenzyl)-1H-pyrazol-1-yl)thiazole-4-carboxylic acid